tris(4-pyridyl)anilinemethanol N1=CC=C(C=C1)C=1C(=C(N(CO)C2=CC=NC=C2)C=CC1)C1=CC=NC=C1